2,6-dibromo-4-[(2-ethyl-1-benzofuran-3-yl)carbonyl]phenolate BrC1=C(C(=CC(=C1)C(=O)C1=C(OC2=C1C=CC=C2)CC)Br)[O-]